4-(2-(5-Fluoropyridin-2-yl)-4,5,6,7-tetrahydropyrazolo[1,5-a]pyridin-3-yl)-1-(phenylsulfonyl)-1H-pyrrolo[2,3-b]pyridine FC=1C=CC(=NC1)C1=NN2C(CCCC2)=C1C1=C2C(=NC=C1)N(C=C2)S(=O)(=O)C2=CC=CC=C2